O(C1=CC=CC=C1)C1=C(C=CC=2C[C@@H]3[C@@]4(CCCC[C@@]4(C12)CCN3)O)OC 4-phenoxy-14β-hydroxy-3-methoxymorphinan